tert-butyl 11-[[(1S)-1-[(2S,4R)-4-hydroxy-2-[[4-(4-methylthiazol-5-yl)phenyl]methylcarbamoyl]pyrrolidine-1-carbonyl]-2,2-dimethyl-propyl]amino]-11-oxo-undecanoate O[C@@H]1C[C@H](N(C1)C(=O)[C@H](C(C)(C)C)NC(CCCCCCCCCC(=O)OC(C)(C)C)=O)C(NCC1=CC=C(C=C1)C1=C(N=CS1)C)=O